3-[2-(3,3-difluoropyrrolidin-1-yl)-4-(2-fluorophenyl)-3-pyridyl]-1-methyl-1-[(5-methyl-2-furyl)methyl]urea FC1(CN(CC1)C1=NC=CC(=C1NC(N(CC=1OC(=CC1)C)C)=O)C1=C(C=CC=C1)F)F